1-azido-3,6,9-trioxaundecane-11-ol N(=[N+]=[N-])CCOCCOCCOCCO